methyl (S)-2-(3-(3-(tert-butoxy)-1-((tert-butyldimethylsilyl)oxy)-3-oxopropyl)-5-methyl-4H-1,2,4-triazol-4-yl)-5-methylthiophene-3-carboxylate C(C)(C)(C)OC(C[C@H](O[Si](C)(C)C(C)(C)C)C1=NN=C(N1C=1SC(=CC1C(=O)OC)C)C)=O